FC=1C=CC(=NC1)C1=C(C=C2C(NC(NC2=C1SC[C@H](CO)OC)=O)=O)C(F)(F)F (S)-7-(5-fluoropyridin-2-yl)-8-((3-hydroxy-2-methoxypropyl)thio)-6-(trifluoromethyl)quinazoline-2,4(1H,3H)-dione